5-((5-(5-fluoropyridin-2-yl)oxazol-2-yl)amino)-N'-hydroxypicolinimidamide FC=1C=CC(=NC1)C1=CN=C(O1)NC=1C=CC(=NC1)C(N)=NO